C(C)N(C1=NC(=NC(=N1)NC1=CC=C(C=C1)NC1=CC=CC=C1)S)CC 4-(diethylamino)-6-{[4-(phenylamino)phenyl]amino}-1,3,5-triazine-2-thiol